C(C1=CC=CC=C1)OC=1NC(C(=C(N1)C)CCCC)=O 2-benzyloxy-5-butyl-4-methyl-1H-pyrimidin-6-one